NCC(COCCOCCOCCOCCOCCOCCNC(OC(C)(C)C)=O)F Tert-Butyl N-[2-[2-[2-[2-[2-[2-(3-amino-2-fluoro-propoxy)ethoxy]ethoxy]ethoxy]ethoxy]ethoxy]ethyl]carbamate